8-fluoro-6-((R)-2-((3aR,5R,6aS)-5-(2-fluorophenoxy)-3a-hydroxyhexahydrocyclopenta[c]pyrrol-2(1H)-yl)-1-hydroxyethyl)-3,4-dihydroquinolin-2(1H)-one FC=1C=C(C=C2CCC(NC12)=O)[C@H](CN1C[C@H]2[C@@](C1)(C[C@@H](C2)OC2=C(C=CC=C2)F)O)O